6-oxo-1-(4-piperidinyl)pyridazine-3-carboxylic acid methyl ester COC(=O)C1=NN(C(C=C1)=O)C1CCNCC1